C(C)C=1N=C2N(CCN(C2)C)C1C(=O)O 2-ethyl-7-methyl-6,8-dihydro-5H-imidazo[1,2-a]pyrazine-3-carboxylic acid